NC1=CC=C(OC2=CC(=C(C=C2)N)C2=CC=CC=C2)C=C1 4-(4-aminophenoxy)-2-phenylbenzenamine